2-(4-((5-cyclopropyl-3-(2,6-dichlorophenyl)isoxazol-4-yl)methoxy)piperidin-1-yl)oxazol C1(CC1)C1=C(C(=NO1)C1=C(C=CC=C1Cl)Cl)COC1CCN(CC1)C=1OC=CN1